S(=O)(=O)(O)O.FC=1C=C2C=CC=C(C2=CC1)C1CN(C1)C1=NN=C(N1C=1C=CC(=NC1)OC)COC 5-(3-(3-(6-fluoronaphthalene-1-yl) azetidin-1-yl)-5-(methoxymethyl)-4H-1,2,4-triazole-4-yl)-2-methoxypyridine-sulfate